N-(4-(2-amino-3-(3-(piperidin-4-yl)prop-1-ynyl)pyridin-4-yloxy)-3-fluorophenyl)-2-(4-fluorophenyl)-3-oxo-2,3-dihydropyridazine-4-carboxamide NC1=NC=CC(=C1C#CCC1CCNCC1)OC1=C(C=C(C=C1)NC(=O)C=1C(N(N=CC1)C1=CC=C(C=C1)F)=O)F